FC1=CC=C(C=C1)C1=CC(=CC=C1)C 4'-Fluoro-3-methyl-[1,1'-biphenyl]